N(=[N+]=[N-])CC1(COC(OC1)(C)C)CO (5-(Azidomethyl)-2,2-dimethyl-1,3-dioxan-5-yl)methanol